ClC1=CC=C(C=C1)N1N=C(N=C1)C(=O)N(C1=CC(=CC=C1)C(F)(F)F)C 1-(4-chlorophenyl)-N-methyl-N-(3-(trifluoromethyl)phenyl)-1H-1,2,4-triazole-3-carboxamide